5-[4-[(2-methoxyphenylacetyl)amino]phenyl]-1H-naphtho[1,2-b][1,4]diazepine-2,4(3H,5h)-dione COC1=C(C=CC=C1)CC(=O)NC1=CC=C(C=C1)N1C2=C(NC(CC1=O)=O)C1=CC=CC=C1C=C2